[Mn+2].C(=O)(O)C1CN2CCN(CC(CN(CCN(C1)C)CC2)C(=O)O)C 3,10-dicarboxy-5,12-dimethyl-1,5,8,12-tetraazabicyclo[6.6.2]hexadecane Manganese(II)